C(C1=CC=CC=C1)OP(=O)(OCC1=CC=CC=C1)OC1=C(C(=CC(=C1)C)C)C(CC(=O)O)(C)C (E)-3-(2-((bis(benzyloxy)phosphoryl)oxy)-4,6-dimethylphenyl)-3-methylbutanoic acid